BrC=1C2=CC=CC=C2C(=C2C=CC=CC12)C1=CC=CC=C1 9-bromo-10-PHENYLANTHRACENE